N-methylpyrrolidone 2-hydroxyethanesulfonate salt OCCS(=O)(=O)O.CN1C(CCC1)=O